rac-(3ar,5r,7s,7ar)-5-(4-fluoro-2-methylphenyl)-1,3,3,5,7-pentamethyloctahydrobenzo[c]isoxazole FC1=CC(=C(C=C1)[C@]1(C[C@@H]2[C@H](N(OC2(C)C)C)[C@H](C1)C)C)C |r|